ClC1=C(C(=O)NC=2C(=NN(C2)S(=O)(=O)C2=CC=C(C=C2)OCC(=O)OC)C(=O)NC2CCN(CC2)C(=O)OC(C)(C)C)C(=CC=C1)Cl tert-butyl 4-(4-(2,6-dichlorobenzamido)-1-(4-(2-methoxy-2-oxoethoxy)phenylsulfonyl)-1H-pyrazole-3-carboxamido)piperidine-1-carboxylate